(1-(4-(2,6-DIOXOPIPERIDIN-3-YL)PHENYL)PIPERIDIN-4-YL)ACETALDEHYDE O=C1NC(CCC1C1=CC=C(C=C1)N1CCC(CC1)CC=O)=O